The molecule is the aromatic diazonium ion that is diazotised 4-aminobenzenesulfonic acid. It has a role as a hapten. It derives from a benzenesulfonate. C1=CC(=CC=C1[N+]#N)S(=O)(=O)[O-]